Cl.FC=1C(=NC=2N(C1)N=CC2C=2C(=NC=CC2)OC2CCOCC2)N2CCNCC2 6-fluoro-5-piperazin-1-yl-3-(2-tetrahydropyran-4-yloxy-3-pyridyl)pyrazolo[1,5-a]pyrimidine hydrochloride